4-(1-methylpiperidin-4-yl)piperazine CN1CCC(CC1)N1CCNCC1